P([O-])([O-])N.[Rh+3].P([O-])([O-])N.P([O-])([O-])N.[Rh+3] rhodium phosphoramidite